ClC1=NC(=CC(=C1)OC1CC(C1)(F)F)Cl 2,6-dichloro-4-(3,3-difluorocyclobutoxy)pyridine